2-(3-(6-methoxypyridin-3-yl)-5-methylpiperidin-1-yl)propanamide COC1=CC=C(C=N1)C1CN(CC(C1)C)C(C(=O)N)C